4-(4-amino-6-(4-methacrylamido-phenyl)-7-methyl-7H-pyrrolo[2,3-d]pyrimidin-5-yl)-N-(3-hydroxypropyl)benzamide tert-butyl-6-(3-ethoxy-3-oxo-propyl)-2-azaspiro[3.3]heptane-2-carboxylate C(C)(C)(C)OC(=O)N1CC2(C1)CC(C2)CCC(=O)OCC.NC=2C1=C(N=CN2)N(C(=C1C1=CC=C(C(=O)NCCCO)C=C1)C1=CC=C(C=C1)NC(C(=C)C)=O)C